3-[[[3-fluoro-5-hydroxy-4-(1,1,4-trioxo-1,2,5-thiadiazolidin-2-yl)phenyl]methyl-methyl-amino]methyl]benzonitrile FC=1C=C(C=C(C1N1S(NC(C1)=O)(=O)=O)O)CN(C)CC=1C=C(C#N)C=CC1